N-(4-(naphthalen-2-ylmethoxy)benzyl)pyridin-3-amine C1=C(C=CC2=CC=CC=C12)COC1=CC=C(CNC=2C=NC=CC2)C=C1